BrC=1C=C(C)C=C(C1Cl)Br 3,5-dibromo-4-chloro-toluene